N1N=CC(=C1)C1=NOC(=N1)C=1C=CC(=C(C#N)C1)NCC=C 5-(3-(1H-pyrazol-4-yl)-1,2,4-oxadiazol-5-yl)-2-(allylamino)benzonitrile